gadolinium-ytterbium-barium-copper [Cu].[Ba].[Yb].[Gd]